FC=1C=C(C=CC1OC1=NC=CC(=N1)C)C=1C(=NC(=NC1N)NC=1C=NN(C1)C)C1=CC=C(C=C1)NC(C=C)=O N-(4-(5-(3-Fluoro-4-((4-methylpyrimidin-2-yl)oxy)phenyl)-6-amino-2-((1-methyl-1H-pyrazole-4-yl)amino)pyrimidin-4-yl)phenyl)acrylamide